FC=1C(=CC2=C(S(CC2)(=O)=O)C1)NC1=NNC(=C1)[C@@H]1C[C@@H](CC1)N(C(O)=O)C(C)C.BrC(C(=O)NC=1C=C(C=C2C(=CNC12)F)Br)C 2-Bromo-N-(5-bromo-3-fluoro-1H-indol-7-yl)propionamide (1R,3S)-3-(3-((6-fluoro-1,1-dioxido-2,3-dihydrobenzo[b]thiophen-5-yl)amino)-1H-pyrazol-5-yl)cyclopentyl-isopropylcarbamate